2-(4-nitrostyryl)pyridine [N+](=O)([O-])C1=CC=C(C=CC2=NC=CC=C2)C=C1